tantalum tetraethanol C(C)O.C(C)O.C(C)O.C(C)O.[Ta]